bis(4-octyl) terephthalate C(C1=CC=C(C(=O)OC(CCC)CCCC)C=C1)(=O)OC(CCC)CCCC